4-((S)-2-Azidopropanamido)benzyl (((E)-5-hydroxy-4-methylpent-3-en-1-yl)(phenoxy)phosphoryl)-L-alaninate OC/C(=C/CCP(=O)(OC1=CC=CC=C1)N[C@@H](C)C(=O)OCC1=CC=C(C=C1)NC([C@H](C)N=[N+]=[N-])=O)/C